BrC=1C=C(C=CC1F)SC(C(=O)OCC)(C)C ethyl 2-[(3-bromo-4-fluorophenyl)sulfanyl]-2-methylpropanoate